ethyl 3-(6-(2-(2-fluoro-5-(trifluoromethoxy) benzyl)-2H-tetrazol-5-yl) pyridin-2-yl)-2-sulfamoylbutanoate FC1=C(CN2N=C(N=N2)C2=CC=CC(=N2)C(C(C(=O)OCC)S(N)(=O)=O)C)C=C(C=C1)OC(F)(F)F